C(N)(=O)N1N([C@@H]2[C@H](C1)NCC2(F)F)CCC(C(=O)OCC=C)(C)C allyl 4-((cis)-2-carbamoyl-6,6-difluorohexahydropyrrolo[3,2-c]pyrazol-1(2H)-yl)-2,2-dimethylbutyrate